CC1(OB(OC1(C)C)C1=NOC=C1)C 4,4,5,5-tetramethyl-1,3,2-dioxaborolan-2-ylisoxazole